O=C1N(C(CCC1N1C(C2=CC=C(C=C2C1)OC[C@H]1N(CCOC1)C(=O)OC(C)(C)C)=O)=O)COCC[Si](C)(C)C Tert-butyl (3S)-3-(((2-(2,6-dioxo-1-((2-(trimethylsilyl)ethoxy)methyl)piperidin-3-yl)-1-oxoisoindolin-5-yl)oxy)methyl)morpholine-4-carboxylate